5-bromo-2-(methylsulfinyl)pyrrolo[2,1-f][1,2,4]triazine BrC=1C=CN2N=C(N=CC21)S(=O)C